(1R,3S)-3-{5-[2-(5-chloro-2-formyl-3-methoxyphenoxy)acetamido]-2H-pyrazol-3-yl}cyclopentyl N-isopropylcarbamate C(C)(C)NC(O[C@H]1C[C@H](CC1)C=1NN=C(C1)NC(COC1=C(C(=CC(=C1)Cl)OC)C=O)=O)=O